C(C)OC(=O)C1=CN(C2=NC(=C(C=C2C1=O)F)N1CC(C1)NCCO)C=1SC=CN1 6-fluoro-7-{3-[(2-hydroxyethyl)amino]azetidin-1-yl}-4-oxo-1-(1,3-thiazol-2-yl)-1,4-dihydro-1,8-naphthyridine-3-carboxylic acid ethyl ester